(2S)-2-{3-[(5-tert-butylpyridin-2-yl)oxy]phenoxy}propanoic acid C(C)(C)(C)C=1C=CC(=NC1)OC=1C=C(O[C@H](C(=O)O)C)C=CC1